3-Bromo-N-(5-bromo-7-(3,3-difluoroazetidin-1-carbonyl)pyrazolo[1,5-a]pyridin-6-yl)-1-(3-chloropyridin-2-yl)-1H-pyrazol-5-carboxamid BrC1=NN(C(=C1)C(=O)NC=1C(=CC=2N(C1C(=O)N1CC(C1)(F)F)N=CC2)Br)C2=NC=CC=C2Cl